(6Ar,10aR)-6,6,9-trimethyl-3-phenoxy-6a,7,10,10a-tetrahydrobenzo[c]chromen-1-ol CC1(OC=2C=C(C=C(C2[C@H]2[C@H]1CC=C(C2)C)O)OC2=CC=CC=C2)C